N-[6-(5-chloro-1,3-benzoxazol-2-yl)spiro[3.3]heptane-2-yl]-1-methyl-pyrazole-4-carboxamide ClC=1C=CC2=C(N=C(O2)C2CC3(CC(C3)NC(=O)C=3C=NN(C3)C)C2)C1